O=C1N(CCC(N1)=O)C1=C(C=C(OCC(=O)N2CCC(CC2)OC2CCN(CC2)C(=O)OC(C)(C)C)C=C1)C tert-Butyl 4-[[1-[2-[4-(2,4-dioxohexahydropyrimidin-1-yl)-3-methyl-phenoxy]acetyl]-4-piperidyl]oxy]piperidine-1-carboxylate